3-(anthracen-9-yl)-3'-fluoro-5-(2,4,4-trimethylpentan-2-yl)-[1,1'-biphenyl] C1=CC=CC2=CC3=CC=CC=C3C(=C12)C=1C=C(C=C(C1)C(C)(CC(C)(C)C)C)C1=CC(=CC=C1)F